COC1=C(C=C(C=C1)C(=O)N1CC2(C1)CCNCC2)N2C(NC(CC2)=O)=O 1-(2-methoxy-5-(2,7-diazaspiro[3.5]nonane-2-carbonyl)phenyl)dihydropyrimidine-2,4(1H,3H)-dione